ClC1=CN=CC(=N1)OC1C[C@@H](N(CCC1)C(=O)OC(C)(C)C)C tert-butyl (2S)-4-((6-chloropyrazin-2-yl)oxy)-2-methylazepane-1-carboxylate